(S)-3-Chloro-4-((3,5-difluoropyridin-2-yl)methoxy)-2'-(2-(2-hydroxypropan-2-yl)thiazol-4-yl)-5'-methyl-6-(methyl-d3)-2H-[1,4'-bipyridine]-2-one ClC=1C(N(C(=CC1OCC1=NC=C(C=C1F)F)C([2H])([2H])[2H])C1=CC(=NC=C1C)C=1N=C(SC1)C(C)(C)O)=O